C(CCCCCCCCCCCCCCCCCCC)(=O)N eicosanamide